O=S1(CCN(CC1)C=1SC(=C(N1)C(NCC1=C(C=CC=C1)C(F)(F)F)=O)NC(OC(C)(C)C)=O)=O tert-butyl (2-(1,1-dioxidothiomorpholino)-4-((2-(trifluoromethyl) benzyl)carbamoyl)thiazol-5-yl)carbamate